O=CCOCNC(CNC(CNC(CNC(CNC(CCCC(NCCS(=O)(=O)O)=O)=O)=O)=O)=O)=O 1,6,9,12,15,18,22-heptaoxo-3-oxa-5,8,11,14,17,23-hexaazapentacosane-25-sulfonic acid